C1(=CC=CC=C1)C1=C2C=CC=CC2=C(C2=CC=CC=C12)C1=CC=C(C=C1)B(O)O (4-(10-phenylanthracen-9-yl)phenyl)boronic acid